(S)-1-[(S)-3-Methyl-1-({4-[(4-pyridyloxy)methyl]-1-piperidyl}carbonyl)butyl]-3-isobutyl-2-piperazinone CC(C[C@@H](C(=O)N1CCC(CC1)COC1=CC=NC=C1)N1C([C@@H](NCC1)CC(C)C)=O)C